ClC=1C(=C(C(=C(C1)C(C)N1N=C(C=2C1=NC=NC2N)C)OC)C2CN(C2)CC(F)(F)F)C 1-(1-{5-chloro-2-methoxy-4-methyl-3-[1-(2,2,2-trifluoroethyl)azetidin-3-yl]phenyl}ethyl)-3-methyl-1H-pyrazolo[3,4-d]pyrimidin-4-amine